7,9-Difluoro-8-(6-fluoro-2-methyl-1H-indol-4-yl)-1,4,4-trimethyl-5H-[1,2,4]triazolo[4,3-a]quinoxaline FC=1C=C2NC(C=3N(C2=C(C1C1=C2C=C(NC2=CC(=C1)F)C)F)C(=NN3)C)(C)C